CN(C)CC1=CC=C(C=C1)S(=O)(=O)NC(CC1=C(C=C(C=C1C(C)C)C1=C(C=CC=C1)S(=O)(=O)C)C(C)C)=O N-[4-[(dimethylamino)methyl]phenyl]sulfonyl-2-[4-(2-methylsulfonyl-phenyl)-2,6-di(propan-2-yl)phenyl]acetamide